BrC=1C(=CC(=NC1)NC(OC(C)(C)C)=O)C Tert-Butyl 5-bromo-4-methylpyridin-2-ylcarbamate